N-(5-((2S,4R)-1,4-dimethylpyrrolidine-2-carboxamido)-2-methylpyridin-3-yl)-6-(1-methyl-1H-pyrazol-4-yl)pyrazolo[1,5-a]pyrazine-3-carboxamide CN1[C@@H](C[C@H](C1)C)C(=O)NC=1C=C(C(=NC1)C)NC(=O)C=1C=NN2C1C=NC(=C2)C=2C=NN(C2)C